5-(6-methylpyridin-3-yl)-1H-indole-3-carboxamide CC1=CC=C(C=N1)C=1C=C2C(=CNC2=CC1)C(=O)N